2'-acetyl-3-chloro-4-((3,5-difluoropyridin-2-yl)methoxy)-3'-fluoro-5',6-dimethyl-2H-[1,4'-bipyridyl]-2-one C(C)(=O)C1=NC=C(C(=C1F)N1C(C(=C(C=C1C)OCC1=NC=C(C=C1F)F)Cl)=O)C